tert-butyl (1-(5-((7R,14R)-1-ethynyl-6-(methyl-d3)-5-oxo-5,6,7,14-tetrahydro-7,14-methanobenzo[f]benzo[4,5]imidazo[1,2-a][1,4]diazocin-11-yl)pyrimidin-2-yl)cyclobutyl)carbamate C(#C)C1=CC=CC=2C(N([C@H]3C=4N([C@@H](C21)C3)C3=C(N4)C=CC(=C3)C=3C=NC(=NC3)C3(CCC3)NC(OC(C)(C)C)=O)C([2H])([2H])[2H])=O